BrCC1=CC(=C(C=C1)C=1C(=CC=CC1)S(=O)(=O)N(COCCOC)C1=NSC(=C1C)C)COCC 4'-(bromomethyl)-N-(4,5-dimethylisothiazol-3-yl)-2'-(ethoxymethyl)-N-((2-methoxyethoxy)methyl)-[1,1'-biphenyl]-2-sulfonamide